C(CSCCC#N)SCCC#N 3,3'-(Ethylenedithio)dipropionitrile